BrC=1C=NN2C1NC(=C(C2C2=CC=C(C=C2)F)C(=O)NC=2C=C1C=NNC1=CC2)C 3-bromo-7-(4-fluorophenyl)-N-(1H-indazol-5-yl)-5-methyl-4,7-dihydropyrazolo[1,5-a]pyrimidine-6-carboxamide